C(CCC)C=1CCOC1 R-4-butyl-dihydrofuran